C(C)C(C(O)(O)O)(CC)CC.C(C)(O)(O)O.C(C)(O)(O)O.C(C)(O)(O)O triorthoacetic acid Triethyl-orthoacetate